n-pentyl-acetophenone C(CCCC)CC(=O)C1=CC=CC=C1